(R)-2-amino-3-phenyl-N-(4-(trifluoromethyl)phenyl)-propionamide N[C@@H](C(=O)NC1=CC=C(C=C1)C(F)(F)F)CC1=CC=CC=C1